(2-Chlorophenyl)-6-(4-methyl-1,3-dihydro-2H-pyrrolo[3,4-c]pyridin-2-yl)-4,5,6,7-tetrahydro-1H-benzo[d]imidazol ClC1=C(C=CC=C1)N1C=NC2=C1CC(CC2)N2CC=1C(=NC=CC1C2)C